CC1=CN=CO1 5-methyloxazole